2-(((1R)-1-(2-cyano-3-(4-(3-cyano-phenyl)-2-methylpiperazin-1-yl)-7-methylquinoxalin-5-yl)ethyl)amino)-benzoic acid C(#N)C1=NC2=CC(=CC(=C2N=C1N1C(CN(CC1)C1=CC(=CC=C1)C#N)C)[C@@H](C)NC1=C(C(=O)O)C=CC=C1)C